FC1(CC2(C1)C[C@H](N(CC2)CC2=C1C=CNC1=C(C=C2OC)C)C2=CC=C(C(=O)NCC)C=C2)F (S)-4-(2,2-difluoro-7-((5-methoxy-7-methyl-1H-indol-4-yl)methyl)-7-azaspiro[3.5]nonan-6-yl)-N-ethylbenzamide